CO[C@H](C)C[C@H]([C@H](CC=C)C)S(=O)(=O)N (2R,4R,5S)-2-METHOXY-5-METHYLOCT-7-ENE-4-SULFONAMIDE